C(C)(C)OC(C#C)=O Propiolic acid isopropyl ester